NCCCCCOC(C=C)=O acrylic acid-5-aminopentyl ester